phenyl (4-piperidinyl) ketone hydrochloride Cl.N1CCC(CC1)C(=O)C1=CC=CC=C1